BrC=1N=C(N(N1)C)N(C(C)=O)C1=CC=C(C=C1)OC(F)(F)F N-(5-Bromo-2-methyl-1,2,4-triazol-3-yl)-N-[4-(trifluoromethoxy)phenyl]acetamid